ClC1=NC=CC(=C1)NC(C1=CC(=C(C=C1)F)C(C(=O)N1CCC(CC1)O)(F)F)=O N-(2-chloropyridin-4-yl)-3-(1,1-difluoro-2-(4-hydroxypiperidin-1-yl)-2-oxoethyl)-4-fluorobenzamide